O1C(C(=CC=C1)C(=O)O)C(=O)O pyrandicarboxylic acid